N,6-dimethoxy-N-methyl-2-((S)-1-((S)-1-methylpyrrolidin-2-yl)ethoxy)pyrimidine-4-carboxamid CON(C(=O)C1=NC(=NC(=C1)OC)O[C@@H](C)[C@H]1N(CCC1)C)C